(R)-1-(7-(8-ethyl-3-(methoxymethoxy)naphthalen-1-yl)-8-fluoro-2-((1-((4-(hydroxymethyl)piperidin-1-yl)methyl)cyclopropyl)methoxy)pyrido[4,3-d]pyrimidin-4-yl)-3-methylpiperidin-3-ol C(C)C=1C=CC=C2C=C(C=C(C12)C1=C(C=2N=C(N=C(C2C=N1)N1C[C@@](CCC1)(O)C)OCC1(CC1)CN1CCC(CC1)CO)F)OCOC